methyl 2-ethyl-4-((3-(3-(methylthio)-1H-pyrazol-4-yl)imidazo[1,2-a]pyrazin-8-yl)amino)benzoate C(C)C1=C(C(=O)OC)C=CC(=C1)NC=1C=2N(C=CN1)C(=CN2)C=2C(=NNC2)SC